C(C(O)CO)C(C(=O)O)NCC(=O)O glyceryl-iminodiacetic acid